CC1=C(C(NC(=C1)C)=O)CNC(C1=C(C(=CC(=C1)N1CC2=CC=C(C=C2C1)N(C1CCOCC1)CC)N(C1CCOCC1)CC)C)=O N-((4,6-dimethyl-2-oxo-1,2-dihydropyridin-3-yl)methyl)-3-(ethyl-(tetrahydro-2H-pyran-4-yl)amino)-5-(5-(ethyl(tetrahydro-2H-pyran-4-yl)amino)isoindolin-2-yl)-2-methylbenzamide